C(=O)(O)C(CCCCNC(=O)C=1C=NC(=CC1)NN=CC1=CC=C(C=C1)[18F])NC(NC(C(=O)O)CCC(=O)O)=O 2-{3-[1-carboxy-5-({6-[N'-(4-[18F]fluoro-benzylidene)-hydrazino]-pyridine-3-carbonyl}-amino)-pentyl]-ureido}-pentanedioic acid